tert-butyl 4-[4-[3-[(4-methoxyphenyl)methyl]-2,4-dioxo-hexahydropyrimidin-1-yl]-7-isoquinolyl]-1,4-diazepane-1-carboxylate COC1=CC=C(C=C1)CN1C(N(CCC1=O)C1=CN=CC2=CC(=CC=C12)N1CCN(CCC1)C(=O)OC(C)(C)C)=O